5-(azepan-2-ylmethoxy)-7-bromo-6-chloro-8-fluoro-2-(methylthio)quinazolin-4-ol N1C(CCCCC1)COC1=C2C(=NC(=NC2=C(C(=C1Cl)Br)F)SC)O